4-methyl-5-(quinolin-5-yl)-N-(2-(trifluoromethyl)pyridin-4-yl)picolinamide CC1=CC(=NC=C1C1=C2C=CC=NC2=CC=C1)C(=O)NC1=CC(=NC=C1)C(F)(F)F